C1NCCC2=C1C1=C(O2)C=CC=C1 1,2,3,4-tetrahydrobenzofuro[3,2-c]pyridin